N-(3-((5-(4-(dimethylamino)-3-fluorophenyl)-2-((1-methyl-1H-pyrazol-4-yl)amino)pyrimidin-4-yl)oxy)phenyl)acrylamide CN(C1=C(C=C(C=C1)C=1C(=NC(=NC1)NC=1C=NN(C1)C)OC=1C=C(C=CC1)NC(C=C)=O)F)C